BrCCCC(C(=O)OC(C)C)(C)C1=CC(=C(C=C1)OC)OC Isopropyl 5-bromo-2-(3,4-dimethoxyphenyl)-2-methylpentanoate